OCC(C)(C)OC1=C(C=C(C=C1)C(CCC1=C(N=C(S1)C1=CC=C(C=C1)C)C(C)C)O)C 1-(4-((1-hydroxy-2-methylpropan-2-yl)oxy)-3-methylphenyl)-3-(4-isopropyl-2-(p-tolyl)thiazol-5-yl)propan-1-ol